ClC1=NC(=NC=C1)C=1C=C2C(=CNC2=CC1)C=O 5-(4-chloropyrimidin-2-yl)-1H-indole-3-carbaldehyde